COC1=CC=C(COCCC(CCCCCCC(=O)O)CCCCCCCCC)C=C1 8-(2-((4-methoxybenzyl)oxy)ethyl)heptadecanoic acid